ClC1=CC=C(C=C1)C1=C(C=CC=C1)CN1CCN(CC1)C1=CC=C(C(=O)NS(=O)(=O)C2=CC(=C(C=C2)N[C@H](CCN2CCN(CC2)C(=O)OC(C)(C)C)CSC2=CC=CC=C2)[N+](=O)[O-])C=C1 (R)-tert-butyl 4-(3-((4-(N-(4-(4-((4'-chloro-[1,1'-biphenyl]-2-yl)methyl)piperazin-1-yl)benzoyl)sulfamoyl)-2-nitrophenyl)amino)-4-(phenylthio)butyl)piperazine-1-carboxylate